C1(CC1)[C@@H](C(N1[C@@H](CCC1)C(=O)N1C[C@H](OCC1)C1=CC=CC=C1)=O)NC(=O)C1=CC2=C(S1)C=CC(=C2)C(F)(F)P(O)(O)=O ((2-(((S)-1-cyclopropyl-2-oxo-2-((S)-2-((R)-2-phenylmorpholine-4-carbonyl)pyrrolidin-1-yl)ethyl)carbamoyl)benzo[b]thiophen-5-yl)difluoromethyl)phosphonic acid